NC1=C2N=CN(C2=NC=N1)C[C@@H](C)OCP(OCCSCCCCCCCCCCCC#CC1=CC=CC=C1)(O)=O 2-((13-phenyltridec-12-yn-1-yl)thio)ethyl hydrogen ((((R)-1-(6-amino-9H-purin-9-yl)propan-2-yl)oxy)methyl)phosphonate